Tert-butyl 3-(2-(((2R,7aS)-2-fluorotetrahydro-1H-pyrrolizin-7a(5H)-yl) methoxy)-8-oxo-5,6,7,8-tetrahydropyrido[3,4-d]pyrimidin-4-yl)-3,8-diazabicyclo[3.2.1]octane-8-carboxylate F[C@@H]1C[C@@]2(CCCN2C1)COC=1N=C(C2=C(N1)C(NCC2)=O)N2CC1CCC(C2)N1C(=O)OC(C)(C)C